tert-Butyl 7-nitro-1,3,4,9-tetrahydropyrido[3,4-b]indole-2-carboxylate [N+](=O)([O-])C1=CC=C2C3=C(NC2=C1)CN(CC3)C(=O)OC(C)(C)C